FC1(CN(C1)CC1=CC=C(C=C1)C1=CC=C(C=C1)CC1=CC=C(C=C1)N1N=C(N=C1C)C(=O)N)F 1-(4-((4'-((3,3-difluoroazetidin-1-yl)methyl)-[1,1'-biphenyl]-4-yl)methyl)phenyl)-5-methyl-1H-1,2,4-triazole-3-carboxamide